ClC=1C(=NC2=CC=C(C=C2C1)C=1C=C(C=CC1)[C@@H](C)N)N1CCNCC1 (1R)-1-[3-(3-chloro-2-piperazin-1-yl-6-quinolyl)phenyl]ethanamine